methyl (2R,4S,5R,6R)-5-acetamido-6-((1R,2R)-3-azido-1,2-dihydroxypropyl)-4-hydroxy-2-(p-tolylthio)tetrahydro-2H-pyran-2-carboxylate C(C)(=O)N[C@@H]1[C@H](C[C@](O[C@H]1[C@@H]([C@@H](CN=[N+]=[N-])O)O)(C(=O)OC)SC1=CC=C(C=C1)C)O